C(CCC)(=O)OCC1CO1 glycidyl R-butyrate